C(C)(C)(C)OC(NCC1=NC=C(C(=C1)C)C(F)(F)F)=O ((4-methyl-5-(trifluoromethyl)pyridin-2-yl)methyl)carbamic acid tert-butyl ester